monosilicon dioxide [Si](=O)=O